NC1=NC=2C=C(C(=CC2C2=C1C=NN2C)C(=O)N2C(CC(C2)C)C2=NC=C(C=C2F)C2CC2)C (4-amino-1,7-dimethyl-1H-pyrazolo[4,3-c]quinolin-8-yl)(2-(5-cyclopropyl-3-fluoropyridin-2-yl)-4-methylpyrrolidin-1-yl)methanone